C[C@@H](/C=N/OCC(=O)OC)NC(OC(C)(C)C)=O methyl (S,E)-6,10,10-trimethyl-8-oxo-3,9-dioxa-4,7-diazaundec-4-enoate